CC=1C=C2C=3C(CC(CC3N(C2=CC1)C1=NC=CC=N1)C1=CC=CC=C1)=O 6-Methyl-2-phenyl-9-(2-pyrimidinyl)-1,2,3,9-tetrahydrocarbazol-4-one